(1'S)-1',3'-dihydro-8-azaspiro[bicyclo[3.2.1]octane-3,2'-indene]-1'-amine [C@@H]1(C2(CC3=CC=CC=C13)CC1CCC(C2)N1)N